P(=O)(O)(O)O[C@H]1[C@H]([C@@H](O[C@@H]1CO)N1C=NC=2C(N)=NC=NC12)OCCCCCCCCCCCCCCCC 2'-O-hexadecyl adenosine-3'-phosphate